(2-(2-methoxyethoxy)ethyl) difluorophosphate P(=O)(OCCOCCOC)(F)F